C(C)(C)(C)OC(=O)N1CC(C1)N1C(=NC(=C1)C(F)(F)F)C1=CC=C(C=C1)CN1C2=NC(=NC=C2N(C1=N)C)C1=C(C=CC=C1)C(C)C 3-(2-(4-((8-imino-2-(2-isopropylphenyl)-7-methyl-7H-purin-9(8H)-yl)methyl)phenyl)-4-(trifluoromethyl)-1H-imidazol-1-yl)azetidine-1-carboxylic acid tert-butyl ester